ketoleucine calcium [Ca].O=N[C@@H](CC(C)C)C(=O)O